CC(CC(C)C)NCCC[Si](OC)(OC)OC N-(1,3-dimethylbutyl)-3-(trimethoxysilyl)-1-propylamine